ClC1=CC2=C(C=N1)N1C(S2)=NC(=C1)C1=CC=C(C(=O)O)C=C1 4-(7-chloroimidazo[2',1':2,3]thiazolo[4,5-c]pyridin-2-yl)benzoic acid